BrC1=C(C=C2C(=CC(N(C2=C1)C=1C(=NC=CC1C)C(C)C)=O)N1C[C@@H](N(CC1)C(=O)OC(C)(C)C)C)F tert-Butyl (2S)-4-[7-bromo-6-fluoro-1-(2-isopropyl-4-methyl-3-pyridyl)-2-oxo-4-Quinolinyl]-2-methyl-piperazine-1-carboxylate